N-(3-(4,4-difluoropiperidin-1-yl)-4-methoxyphenyl)-2-(8-azadispiro[2.1.55.13]undecan-8-yl)-4-(ethylsulfonamido)benzamide FC1(CCN(CC1)C=1C=C(C=CC1OC)NC(C1=C(C=C(C=C1)NS(=O)(=O)CC)N1CCC2(CC3(CC3)C2)CC1)=O)F